FC(C1=NN(C(=C1)C(F)F)CC(=O)N1CCC(CC1)C=1SC=C(N1)C1=NOC(C1)C1=C(C=CC=C1Cl)CS(=O)(=O)[O-])F [2-[3-[2-[1-[2-[3,5-bis(difluoromethyl) pyrazol-1-yl]acetyl]-4-piperidyl]thiazol-4-yl]-4,5-dihydroisoxazol-5-yl]-3-chloro-phenyl]methanesulfonate